(2s)-2-(tert-butoxycarbonylamino)-4-[[4,4,4-trifluoro-3-(triazol-2-yl)butyl]sulfonimidoyl]butanoate C(C)(C)(C)OC(=O)N[C@H](C(=O)[O-])CCS(=O)(=N)CCC(C(F)(F)F)N1N=CC=N1